C(#N)C=1C=C2C(=CC1)NC(C21CCN(CC1)CCOC1=CC(=C(C(=C1)F)N(S(=O)(=O)C)C)F)=O N-[4-(2-{5-cyano-2-oxo-1,2-dihydrospiro[indole-3,4'-piperidin]-1'-yl}ethoxy)-2,6-difluorophenyl]-N-methylmethane-sulfonamide